(1r,3r)-N-[5-[2-(6-tert-butyl-8-fluoro-1-oxo-phthalazin-2-yl)-3-(hydroxymethyl)-4-pyridinyl]-1-methyl-2-oxo-3-pyridinyl]-5-methyl-5-azaspiro[2.4]heptane-2-carboxamide C(C)(C)(C)C=1C=C2C=NN(C(C2=C(C1)F)=O)C1=NC=CC(=C1CO)C=1C=C(C(N(C1)C)=O)NC(=O)C1C[C@]12CN(CC2)C